FC(CCN1C[C@@H](CC1)OC1=CC=C(S1)[C@H]1N([C@@H](CC2=C1NC1=CC=CC=C21)C)CC(C)(C)F)F (1S,3R)-1-(5-(((R)-1-(3,3-Difluoropropyl)pyrrolidin-3-yl)oxy)thiophen-2-yl)-2-(2-fluoro-2-methylpropyl)-3-methyl-2,3,4,9-tetrahydro-1H-pyrido[3,4-b]indole